tungsten alloyl-carbon C(C=C)(=O)[C].[W]